C(C(C)C)C1(OCC(O1)CO)C 2-isobutyl-2-methyl-1,3-dioxolane-4-methanol